[Na].C1(=C(C(=CC(=C1)C)C)NC1=CC=C(C=2C(C3=CC=CC=C3C(C12)=O)=O)NC1=C(C=C(C=C1C)C)C)C 1,4-Bis(mesitylamino)anthraquinone sodium